(R)-(-)-2-butanol CC[C@@H](C)O